[Pt].NC1=NC(=NC(=N1)SCC=1OC(=CN1)C1=CC(=CC=C1)Cl)NCCO 2-[4-amino-6-([5-(3-chlorophenyl)-1,3-oxazol-2-yl]methylsulfanyl)-1,3,5-triazin-2-yl]aminoethan-1-ol platinum